(Z)-4-(4-((5-(4-(dimethylamino)phenyl)pyridin-2-yl)oxy)piperidin-1-yl)-N-((1-methylpiperidin-4-yl)methyl)-4-oxobut-2-enamide CN(C1=CC=C(C=C1)C=1C=CC(=NC1)OC1CCN(CC1)C(\C=C/C(=O)NCC1CCN(CC1)C)=O)C